(10S)-6-chloro-8-(2,6-difluorophenyl)-10-methyl-5-(trifluoromethyl)-1,4,9,12-tetraazatetracyclo[9.6.0.02,7.013,17]heptadec-2(7),3,5,8,11,13(17)-hexa-ene ClC1=C(N=CC=2N3C=4CCCC4N=C3[C@@H](N=C(C12)C1=C(C=CC=C1F)F)C)C(F)(F)F